[S].[Li] Lithium Sulfur